2,4,6-Trichlorostyrene ClC1=C(C=C)C(=CC(=C1)Cl)Cl